2-(3-(3-amino-4-(6-(1-methyl-1H-pyrazol-4-yl)imidazo[1,2-b]pyridazin-8-yl)-1H-pyridin-1-yl)-1-(ethylsulfonyl)azepan-3-yl)acetonitrile NC=1CN(C=CC1C=1C=2N(N=C(C1)C=1C=NN(C1)C)C=CN2)C2(CN(CCCC2)S(=O)(=O)CC)CC#N